diethyl ((5-cyclopropyl-3-(2,6-dichlorophenyl)isoxazol-4-yl) methyl)phosphonate C1(CC1)C1=C(C(=NO1)C1=C(C=CC=C1Cl)Cl)CP(OCC)(OCC)=O